FC1=CC=C(C=C1)N1N=CC2=C1C=C1CCN(C[C@]1(C2)C(=O)C2=NC=CC(=C2)C(F)(F)F)S(=O)(=O)C=2N=NN(C2)CCC (R)-(1-(4-fluorophenyl)-6-((1-propyl-1H-1,2,3-triazol-4-yl)sulfonyl)-4,4a,5,6,7,8-hexahydro-1H-pyrazolo[3,4-g]isoquinolin-4a-yl)(4-(trifluoromethyl)pyridin-2-yl)methanone